4-phenyl-4H-1,2,4-triazol C1(=CC=CC=C1)N1C=NN=C1